CN(S(=O)(=O)C1=C(C(=O)O)C=CC(=C1)NCCCCCCCC(F)(F)F)C (dimethylsulfamoyl)-4-(8,8,8-trifluorooctylamino)benzoic acid